FC(C1(CC1)C(=O)N1CCP(CC1)(=O)C1=CC2=C(N=C(N=C2N[C@H](C)C2=C(C(=CC=C2)C(F)F)F)C)C=N1)F 1-[1-(difluoromethyl)cyclopropane-1-carbonyl]-4-[4-({(1R)-1-[3-(difluoromethyl)-2-fluorophenyl]ethyl}amino)-2-methylpyrido[3,4-d]pyrimidin-6-yl]-1,4lambda5-azaphosphinan-4-one